C(C)(C)(C)C1=C(C=C(C=C1)NC1=CC=C(C=O)C=C1)F 4-((4-(tert-butyl)-3-fluorophenyl)amino)benzaldehyde